5-bromo-2-(3-methyl-3-azabicyclo[3.1.1]heptan-1-yl)-1,3-benzothiazole BrC=1C=CC2=C(N=C(S2)C23CN(CC(C2)C3)C)C1